4-(5-[6-(morpholin-4-yl)pyridin-3-yl]thiophen-2-ylmethyl)-2,4-dihydro-3H-1,2,4-triazol-3-one hydrochloride Cl.N1(CCOCC1)C1=CC=C(C=N1)C1=CC=C(S1)CN1C(NN=C1)=O